OCCNC1CCN(CC1)C1=CC=C(C(=O)NC=2C=C(C=CC2)NC(=O)N2CCN(CC2)C2=NC=CC=N2)C=C1 N-(3-(4-(4-((2-hydroxyethyl)amino)piperidin-1-yl)benzamido)phenyl)-4-(pyrimidin-2-yl)piperazine-1-carboxamide